ammonium 2-acrylamido-2-methylpropanesulfonic acid C(C=C)(=O)NC(CS(=O)(=O)O)(C)C.[NH4+]